N-(4-((6,7-dimethoxyquinolin-4-yl)oxy)phenyl)-3-(4-methylpiperazin-1-yl)propanamide COC=1C=C2C(=CC=NC2=CC1OC)OC1=CC=C(C=C1)NC(CCN1CCN(CC1)C)=O